tert-butyl (1S,2S,3R,5R)-2-fluoro-3-((6-(4-hydroxy-6-(1-methyl-1H-pyrazol-4-yl)pyridin-3-yl)pyridazin-3-yl)oxy)-8-azabicyclo[3.2.1]octane-8-carboxylate F[C@H]1[C@@H]2CC[C@H](C[C@H]1OC=1N=NC(=CC1)C=1C=NC(=CC1O)C=1C=NN(C1)C)N2C(=O)OC(C)(C)C